C1(=CC=CC=C1)[C@H](O)C1=C(C=CC=C1)C (S)-phenyl-(o-tolyl)methanol